C(C)(C)(C)OC(=O)NCCCN1[NH+]=CC=C1 1-(3-((tert-butoxycarbonyl)amino)propyl)-1H-pyrazol-2-ium